1-(tert-butyl) 3-ethyl 5-methyl-1H-pyrrole-1,3-dicarboxylate CC1=CC(=CN1C(=O)OC(C)(C)C)C(=O)OCC